(S)-N-Cbz-2-aminopropanol C(=O)(OCC1=CC=CC=C1)N[C@H](CO)C